5,9-dioxo-9-(pentadecan-8-yloxy)nonanoic acid O=C(CCCC(=O)O)CCCC(OC(CCCCCCC)CCCCCCC)=O